N(=[N+]=[N-])CCC(=O)NC=1C=C2C=C(N(C2=CC1)CCC(=O)OC(C)(C)C)CN(N(C(=O)OCC1C2=CC=CC=C2C=2C=CC=CC12)C)C (9H-fluoren-9-yl)methyl 2-((5-(3-azidopropanamido)-1-(3-(tert-butoxy)-3-oxopropyl)-1H-indol-2-yl)methyl)-1,2-dimethylhydrazine-1-carboxylate